2-(3-isopentyloxybutoxy)-2,4,4-trimethyl-pentane C(CC(C)C)OC(CCOC(C)(CC(C)(C)C)C)C